CC=1C(=NC=C(C1)C)N1CCN(CC1)C(=O)C1=CC(=C(C=C1)C1(C(NC(N1)=O)=O)CCC)F 5-{4-[4-(3,5-dimethylpyridin-2-yl)piperazine-1-carbonyl]-2-fluorophenyl}-5-propylimidazolidine-2,4-dione